(rac)-trans-3-amino-1-(N-(azetidin-3-yl)-N-methylsulfamoyl)-4-(3-boronopropyl)pyrrolidine-3-carboxylic acid, 2,2,2-trifluoroacetic acid salt FC(C(=O)O)(F)F.N[C@@]1(CN(C[C@H]1CCCB(O)O)S(N(C)C1CNC1)(=O)=O)C(=O)O |r|